(3S)-3-[[(2S)-2-cyclopentyl-2-[9H-fluoren-9-ylmethoxycarbonyl-(methyl)amino]acetyl]-methyl-amino]-4-[methyl(propyl)amino]-4-oxo-butanoic acid C1(CCCC1)[C@@H](C(=O)N([C@@H](CC(=O)O)C(=O)N(CCC)C)C)N(C)C(=O)OCC1C2=CC=CC=C2C=2C=CC=CC12